2-sulfhydryl-5-(trifluoromethyl)pyridine SC1=NC=C(C=C1)C(F)(F)F